tert-butyl 4-(2-(benzofuran-2-yl)-4-(2-((2-chloro-4-(trifluoromethyl)phenyl)amino)-2-oxoethyl)-5-ethyl-7-oxo-4,7-dihydro-[1,2,4]triazolo[1,5-a]pyrimidin-6-yl)piperazine-1-carboxylate O1C(=CC2=C1C=CC=C2)C2=NN1C(N(C(=C(C1=O)N1CCN(CC1)C(=O)OC(C)(C)C)CC)CC(=O)NC1=C(C=C(C=C1)C(F)(F)F)Cl)=N2